4,4-dimethylcyclohexene CC1(CC=CCC1)C